(3R)-7-cyano-8-fluoro-4-oxo-3,5-dihydro-2H-1,5-benzothiazepine C(#N)C=1C(=CC2=C(NC(CCS2)=O)C1)F